C1(CCCC1)[C@]1(C(NC2=C(C(=CC=C12)F)F)=O)C1=CC=C(C=C1)B(O)O (S)-(4-(3-cyclopentyl-6,7-difluoro-2-oxoindolin-3-yl)phenyl)boronic acid